(p-triethylsilyl-phenyl)(p-tert-butylphenyl)methylene(cyclopentadienyl)(fluorenyl)hafnium C(C)[Si](C1=CC=C(C=C1)C(=[Hf](C1=CC=CC=2C3=CC=CC=C3CC12)C1C=CC=C1)C1=CC=C(C=C1)C(C)(C)C)(CC)CC